ClC1=C(OC2=C3C(=NN(C3=C(C=C2NC(C2=CC(=CC(=C2)C(F)(F)F)F)=O)C=O)C2OCCCC2)N2C(C3=C(C(=C(C(=C3C2=O)Cl)Cl)Cl)Cl)=O)C=C(C=C1)F N-[4-(2-chloro-5-fluorophenoxy)-7-formyl-1-(oxan-2-yl)-3-(4,5,6,7-tetrachloro-1,3-dioxoisoindol-2-yl)indazol-5-yl]-3-fluoro-5-(trifluoromethyl)benzamide